6-chloro-3-(((R)-1-(3,6-dimethyl-2-((1R,5S,6R)-6-(5-methylisoxazol-3-yl)-3-azabicyclo[3.1.0]hexan-3-yl)-4-oxo-3,4-dihydroquinazolin-8-yl)ethyl)amino)-N-(methylsulfonyl)picolinamide ClC1=CC=C(C(=N1)C(=O)NS(=O)(=O)C)N[C@H](C)C=1C=C(C=C2C(N(C(=NC12)N1C[C@H]2C([C@H]2C1)C1=NOC(=C1)C)C)=O)C